C(C)OC(=O)C1=C(NC(=NC1C1=C(C=C(C=C1)F)C)C=1SC=CN1)[C@H]1CC[C@H](CC1)C=1OC=C(N1)C(=O)OC (cis)-Methyl 2-(4-(5-(ethoxycarbonyl)-6-(4-fluoro-2-methylphenyl)-2-(thiazol-2-yl)-3,6-dihydropyrimidin-4-yl)cyclohexyl)oxazole-4-carboxylate